CC1=CC=C(C=C1)S(=O)(=O)OC=1N=C(N(C(C1C)=O)C1=C(C(=CC=C1)Cl)Cl)SC 1-(2,3-dichlorophenyl)-5-methyl-2-(methylsulfanyl)-6-oxo-1,6-dihydro-pyrimidin-4-yl 4-methylbenzene-1-sulfonate